3-[(4-bromo-2-fluoro-5-methyl-phenyl)methylene]azetidine-1-carboxylic acid tert-butyl ester C(C)(C)(C)OC(=O)N1CC(C1)=CC1=C(C=C(C(=C1)C)Br)F